ClC1=CC2=C(C3=C(O2)C=CC=C3N3C2=CC=CC=C2C=2C=CC=CC32)C=C1 9-(7-chlorodibenzo[b,d]furan-1-yl)-9H-carbazole